2-(4-bromo-2-methyl-phenyl)acetic acid BrC1=CC(=C(C=C1)CC(=O)O)C